ClC1=C2C(=NC(=C1)N1[C@@H](COCC1)C)C(=NS2)C2=CC(=NN2)C (3R)-4-[7-chloro-3-(3-methyl-1H-pyrazol-5-yl)-[1,2]thiazolo[4,5-b]pyridin-5-yl]-3-methylmorpholine